S-(4-nitrobenzoyl)-6-thioinosine [N+](=O)([O-])C1=CC=C(C(=O)SC=2C=3N=CN([C@H]4[C@H](O)[C@H](O)[C@@H](CO)O4)C3N=CN2)C=C1